1-ethoxy-1,3,3-trimethyl-1,3-diphenyl-disiloxane C(C)O[Si](O[Si](C1=CC=CC=C1)(C)C)(C1=CC=CC=C1)C